N6-benzoyl-3'-O-tert-butyldimethylsilyl-2'-O-benzoyl-adenosine C(C1=CC=CC=C1)(=O)NC=1C=2N=CN([C@H]3[C@H](OC(C4=CC=CC=C4)=O)[C@H](O[Si](C)(C)C(C)(C)C)[C@@H](CO)O3)C2N=CN1